ClC=1C=C(C=C(C1)NS(=O)(=O)C)NC(=O)C=1SC(=C(C1)C1=NC=C(C=N1)NC)C N-(3-chloro-5-methanesulfonamidophenyl)-5-methyl-4-[5-(methylamino)pyrimidin-2-yl]thiophene-2-carboxamide